tert-butyl 4-bromo-12-fluoro-8,13-dihydro-[1,2,4]triazolo[4',3':1,6]pyrido[3,2-c]benzo[g][1,5]oxazonine-14(6H)-carboxylate BrC1=CC=2COCC3=C(CN(C2N2C1=NN=C2)C(=O)OC(C)(C)C)C(=CC=C3)F